[3H]cytosine N=1C(=O)NC(N)=CC1